Cl.NCC1C(CCCC1)CN 1,2-bis(aminomethyl)cyclohexane hydrochloride